BrC=1C=C(CN2CCCC2)C=CC1 (3-bromobenzyl)pyrrolidine